C(CCC)(=O)NC1=CC=C(C(=O)N[C@H](C(N2CC=CCC2C=2C=NC=CC2)=O)CC2=CC=CC=C2)C=C1 4-butyramido-N-((2S)-1-oxo-3-phenyl-1-(6-(pyridin-3-yl)-5,6-dihydropyridin-1(2H)-yl)propan-2-yl)benzamide